SC1CN(C1)[C@@H]1C[C@@H](CC1)NC(=N)N 1-((1R,3S)-3-(3-mercaptoazetidin-1-yl)cyclopentyl)guanidine